(S)-6-(1-amino-1,3-dihydrospiro[indene-2,4'-piperidin]-1'-yl)-3-(1-(2-(trifluoromethyl)phenyl)cyclopropyl)-1,5-dihydro-4H-pyrazolo[3,4-d]pyrimidin-4-one N[C@@H]1C2=CC=CC=C2CC12CCN(CC2)C=2NC(C1=C(N2)NN=C1C1(CC1)C1=C(C=CC=C1)C(F)(F)F)=O